3-(5,6-difluoro-2,3-dihydrobenzofuran-2-yl)benzonitrile FC=1C(=CC2=C(CC(O2)C=2C=C(C#N)C=CC2)C1)F